2-({(1S)-1-[4-(4-ethylpiperazin-1-yl)phenyl]ethyl}amino)-8-[(2S)-3-methylbutan-2-yl]pyrido[2,3-d]pyrimidin-7(8H)-one C(C)N1CCN(CC1)C1=CC=C(C=C1)[C@H](C)NC=1N=CC2=C(N1)N(C(C=C2)=O)[C@@H](C)C(C)C